rac-2,2,2-trifluoroethyl 2-((2S,5S)-2-(4-fluorophenyl)-4-methoxy-5-methylpiperidin-1-yl)-2-oxoacetate FC1=CC=C(C=C1)[C@H]1N(C[C@@H]([C@@H](C1)OC)C)C(C(=O)OCC(F)(F)F)=O |&1:11|